C1(=CC=C(C=C1)C(=O)Cl)C=1C(=CC=CC1)C1=CC=C(C=C1)C(=O)Cl 4,4''-terphenyldicarboxylic acid dichloride